(R,Z)-N-(1-(2-(2,4-dimethyloxazol-5-yl)-3,6-dimethyl-4-oxo-3,4-dihydroquinazolin-8-yl)ethylidene)-2-methylpropane-2-sulfinamide CC=1OC(=C(N1)C)C1=NC2=C(C=C(C=C2C(N1C)=O)C)\C(\C)=N/[S@](=O)C(C)(C)C